N-(2-(2-(dimethylamino)ethyl)-6-(2-hydroxy-prop-2-yl)-2H-indazol-5-yl)-6-(trifluoromethyl)pyridine-2-carboxamide CN(CCN1N=C2C=C(C(=CC2=C1)NC(=O)C1=NC(=CC=C1)C(F)(F)F)C(C)(C)O)C